NC1=NC(=NC=C1)C1=CC(CCC1)=O 3-(4-aminopyrimidin-2-yl)cyclohex-2-en-1-one